BrC1=CC(=C(C(=O)N(CC)CC)C=C1)CBr 4-bromo-2-(bromomethyl)N,N-diethylbenzamide